Cl.CNCCC1=CC=CC=C1 R-methyl-phenethylamine hydrochloride